FC(OC1=C(C=CC(=C1C)F)[C@@H]1[C@@H](O[C@]([C@@H]1C)(C(F)(F)F)C)C(=O)NC1=CC(=NC=C1)C(=O)N)F 4-((2R,3R,4R,5R)-3-(2-(difluoromethoxy)-4-fluoro-3-methylphenyl)-4,5-dimethyl-5-(trifluoromethyl)tetrahydrofuran-2-carboxamido)picolinamide